(S)-3-(3-Cyano-4-fluorophenyl)-1-(8,9-difluoro-3-methyl-6-oxo-1,2,3,4,5,6-hexahydrobenzo[c][1,7]naphthyridin-1-yl)-1-methylurea C(#N)C=1C=C(C=CC1F)NC(N(C)[C@H]1C=2C3=C(C(NC2CN(C1)C)=O)C=C(C(=C3)F)F)=O